5-amino-6-(3-hydroxy-2,6-dimethylphenyl)-[2,4'-bipyridine]-4-carboxamide NC=1C(=CC(=NC1C1=C(C(=CC=C1C)O)C)C1=CC=NC=C1)C(=O)N